7-Cyclobutoxy-2-(1-methyl-2-oxabicyclo[2.2.2]oct-4-yl)imidazo[1,2-a]pyridine-6-carboxylic acid phenyl ester C1(=CC=CC=C1)OC(=O)C=1C(=CC=2N(C1)C=C(N2)C21COC(CC2)(CC1)C)OC1CCC1